3-(4-Amino-1-((8-methyl-1-oxo-2-o-tolyl-1,2-dihydroisoquinolin-3-yl)methyl)-1H-pyrazolo[3,4-d]pyrimidin-3-yl)-5-fluorophenyl diethyl phosphate P(=O)(OC1=CC(=CC(=C1)F)C1=NN(C2=NC=NC(=C21)N)CC=2N(C(C1=C(C=CC=C1C2)C)=O)C2=C(C=CC=C2)C)(OCC)OCC